(3,6-di-tert-butylfluorenyl)-tert-butylamino-dimethyl-zirconium C(C)(C)(C)C=1C=C(C=2CC3=CC=C(C=C3C2C1)C(C)(C)C)[Zr](C)(C)NC(C)(C)C